FCCN1C=C(C(C2=CC(=C(C=C12)N1CCC2(CCOC2)CC1)F)=O)C(=O)O 1-(2-fluoroethyl)-6-fluoro-1,4-dihydro-7-(2-oxa-8-azaspiro[4.5]dec-8-yl)-4-oxo-3-quinolinecarboxylic acid